FC1=C2C(NC(=NC2=CC(=C1)OCC1CCC(CC1)N1CCC(CC1)OC1=CC=C(C=C1)NC1C(NC(CC1)=O)=O)CSC1CCOCC1)=O 3-((4-((1-(4-(((5-fluoro-4-oxo-2-(((tetrahydro-2H-pyran-4-yl)thio)methyl)-3,4-dihydroquinazolin-7-yl)oxy)methyl)cyclohexyl)piperidin-4-yl)oxy)phenyl)amino)piperidine-2,6-dione